BrC(C(=O)NC1=CC(=CC=C1)Br)=C 2-Bromo-N-(3-bromophenyl)acrylamide